racemic-((2R,6S)-2,6-dimethylmorpholino)(1-(2-(1-(2,3-dimethylphenyl)piperidin-4-yl)-2-fluoroethyl)-1,4,5,6-tetrahydrocyclopenta[c]pyrazol-3-yl)methanone C[C@H]1O[C@H](CN(C1)C(=O)C=1C2=C(N(N1)C[C@H](F)C1CCN(CC1)C1=C(C(=CC=C1)C)C)CCC2)C |&1:15|